ClC1=CC2=C(N(C=N2)[C@H]2[C@H](O)[C@H](O)[C@H](O2)CO)C=C1Cl 5,6-dichloro-1-beta-D-ribofuranosyl-1H-benzimidazole